C1(CC1)[C@@H](C(=O)O)N(C)C(=O)OCC1C2=CC=CC=C2C=2C=CC=CC12 (2S)-2-cyclopropyl-2-[9H-fluoren-9-yl-methoxycarbonyl-(methyl)amino]acetic acid